tert-Butyl 3-[4-(methoxycarbonyl)phenoxy]-3-phenylazetidine-1-carboxylate COC(=O)C1=CC=C(OC2(CN(C2)C(=O)OC(C)(C)C)C2=CC=CC=C2)C=C1